CC1=C[C@H]2[C@@H]3[C@@H](C1)C4=C(C=C(C=C4)O)O[C@]3(OC5=CC(=CC(=C25)O)C6=CC7=C(O6)C=C(C=C7)O)C8=C9C(=C(C=C8)O)C=CC(O9)(C)C The molecule is an organic heteropentacyclic compound isolated from Sorocea muriculata and has been shown to exhibit antibacterial activity against methicillin-resistant Staphylococcus aureus. It has a role as a metabolite and an antibacterial agent. It is an organic heteropentacyclic compound, a member of 1-benzofurans, a member of chromenes and a member of phenols.